4'-methylspiro[cyclopropane-1,3'-indolin]-2'-one CC1=C2C3(C(NC2=CC=C1)=O)CC3